3-[1-(3,4-difluorophenyl)-5-hydroxy-2-isopropyl-indol-3-yl]Cyclobutanecarboxylic acid methyl ester COC(=O)C1CC(C1)C1=C(N(C2=CC=C(C=C12)O)C1=CC(=C(C=C1)F)F)C(C)C